FC(C1=NN=C2N1CC(CC2)C(=O)O)F 3-(difluoromethyl)-5,6,7,8-tetrahydro-[1,2,4]triazolo[4,3-a]pyridine-6-carboxylic acid